ClC1=C(C=CC(=C1)Cl)[C@H](C)NC(=O)[C@]1(C=2C=CC=NC2C(CC1)=O)F (S)-N-((S)-1-(2,4-dichlorophenyl)ethyl)-5-fluoro-8-oxo-5,6,7,8-tetrahydro-quinoline-5-carboxamide